tris(2,4,6-trimethoxyphenyl)phosphonium tetraphenylborate C1(=CC=CC=C1)[B-](C1=CC=CC=C1)(C1=CC=CC=C1)C1=CC=CC=C1.COC1=C(C(=CC(=C1)OC)OC)[PH+](C1=C(C=C(C=C1OC)OC)OC)C1=C(C=C(C=C1OC)OC)OC